ClC=1C(=CC2=C(C[C@@](O2)([C@H]2NCCC2)C2=CC=CC=C2)C1C=1C(=CC2=C(C1F)OCC1=NC=CN=C12)C(=O)N)F (S)-8-((S)-5-Chloro-6-fluoro-2-phenyl-2-((S)-pyrrolidin-2-yl)-2,3-dihydrobenzofuran-4-yl)-7-fluoro-5H-chromeno[3,4-b]pyrazine-9-carboxamide